CN(C)CC1N(/C(/SC1)=N/C(=O)C1=CNC2=NC=CC=C21)C2=CC=CC=C2 (Z)-N-(4-((dimethylamino)methyl)-3-phenylthiazolidin-2-ylidene)-1H-pyrrolo[2,3-b]pyridine-3-carboxamide